tert-butyldimethyl-((4-nitrobenzyl)oxy)silane lithium bis(fluorosulfonamide) salt FS(=O)(=O)N.FS(=O)(=O)N.[Li].C(C)(C)(C)[Si](OCC1=CC=C(C=C1)[N+](=O)[O-])(C)C